IC1=CC=C(CN2C(=CC=C2)C(C)=O)C=C1 1-(1-(4-Iodobenzyl)-1H-pyrrol-2-yl)ethan-1-one